O=C(C(=O)N)N1[C@H](CC[C@@H](C1)C)C=1C=NC=C(C1)C(F)(F)F |r| 2-Oxo-2-[rac-(2R,5S)-5-methyl-2-[5-(trifluoromethyl)-3-pyridyl]-1-piperidyl]acetamide